N=1C=C(N2C1C=CC=C2)C#CC=2C=NC=C(C(=O)NC1=CC(=C(C=C1)CN1CCN(CC1)C)C(F)(F)F)C2 5-(imidazo[1,2-a]pyridin-3-ylethynyl)-N-(4-((4-methylpiperazin-1-yl)methyl)-3-(trifluoromethyl)phenyl)nicotinamide